benzoic acid (2R,3R,5R,6s)-5-((tert-butyldiphenylsilyl) oxy)-2-(((2R)-5,6-dihydroxyhex-2-yl) oxy)-6-methyltetrahydro-2H-pyran-3-yl ester [Si](C1=CC=CC=C1)(C1=CC=CC=C1)(C(C)(C)C)O[C@@H]1C[C@H]([C@@H](O[C@H]1C)O[C@H](C)CCC(CO)O)OC(C1=CC=CC=C1)=O